3-(4-biphenylyl)-D-alanine C1(=CC=C(C=C1)C[C@@H](N)C(=O)O)C1=CC=CC=C1